C(=O)O.C(C)(C)(C)C=1C=NN(C(C1)=O)CC1=CC2=NC=CC(=C2S1)C=1C=C(C=C2CCCN(C12)[C@@H]1CN[C@H](C1)CO)C#N 8-[2-[(4-tert-butyl-6-oxo-pyridazin-1-yl)methyl]thieno[3,2-b]pyridin-7-yl]-1-[(3S,5R)-5-(hydroxymethyl)pyrrolidin-3-yl]-3,4-dihydro-2H-quinoline-6-carbonitrile, formic acid salt